3-((2-amino-7-(1H-pyrazol-1-yl)quinolin-4-yl)amino)propan-1-ol NC1=NC2=CC(=CC=C2C(=C1)NCCCO)N1N=CC=C1